tert-Butyl 5-hydroxy-5-((6-oxo-4-phenylpyrimidin-1(6H)-yl)methyl)-9-oxa-2-azaspiro[5.5]undecane-2-carboxylate OC1(CCN(CC12CCOCC2)C(=O)OC(C)(C)C)CN2C=NC(=CC2=O)C2=CC=CC=C2